COC1C(=C(C(O1)=O)Br)SC#CC 5-methoxy-4-(1-propynylthio)-3-bromo-2(5H)furanone